(S)-2-((((9H-fluoren-9-yl)methoxy)carbonyl)amino)-3-(5,6-difluoro-1H-indol-3-yl)propanoic acid C1=CC=CC=2C3=CC=CC=C3C(C12)COC(=O)N[C@H](C(=O)O)CC1=CNC2=CC(=C(C=C12)F)F